(S)-4-(5-fluoro-4-((S)-1-fluoroethyl)pyridin-3-yl)-2-methyl-5-oxo-1,4,5,7-tetrahydrofurano[3,4-b]pyridine-3-carboxylic acid methyl ester COC(=O)C=1[C@@H](C2=C(NC1C)COC2=O)C=2C=NC=C(C2[C@H](C)F)F